3-methyl-4-(1-propionylindolin-5-yl)benzoic Acid CC=1C=C(C(=O)O)C=CC1C=1C=C2CCN(C2=CC1)C(CC)=O